N-(5-((4-(1-Cyclopropyl-1H-indol-3-yl)-5-(1-methyl-1H-pyrazol-5-yl)pyrimidin-2-yl)amino)-4-methoxy-2-((3aR,6aS)-5-methylhexahydropyrrolo[3,4-c]pyrrol-2(1H)-yl)phenyl)acrylamide C1(CC1)N1C=C(C2=CC=CC=C12)C1=NC(=NC=C1C1=CC=NN1C)NC=1C(=CC(=C(C1)NC(C=C)=O)N1C[C@@H]2CN(C[C@@H]2C1)C)OC